C(#N)CCO[C@](C(CO)CN)(O)PN(C(C)C)C(C)C cyanoethoxydiisopropylaminophosphino-(S)-2-(aminomethyl)-1,3-propanediol